C(C)N1N=CC(=C1)C1=CC=2C3=C(C=NC2C=C1OC)N(C(N3C3=CC=NC=C3)=O)C 8-(1-Ethyl-1H-pyrazol-4-yl)-7-methoxy-3-methyl-1-pyridin-4-yl-1,3-dihydroimidazo[4,5-c]quinolin-2-one